FC1=C(N(C(=O)C=2SC(=C(N2)C)F)F)C=CC=C1 trifluoro-methyl-1,3-thiazole-carboxanilide